3,4-dimethyladipic acid CC(CC(=O)O)C(CC(=O)O)C